NCCCNC1=NC=CC(=C1)NC=1C(=NC(=C(N1)NC1CCOCC1)CC)C(=O)N 3-((2-((3-Aminopropyl)amino)pyridin-4-yl)amino)-6-ethyl-5-((tetrahydro-2H-pyran-4-yl)amino)pyrazine-2-carboxamide